The molecule is an N(5)-acyl-L-ornithine in which the the acyl group is specified as acetyl. It is a N(5)-acyl-L-ornithine, an acetyl-L-ornithine and a N(5)-acetylornithine. CC(=O)NCCC[C@@H](C(=O)O)N